C1(=CC=CC=C1)C(C)(C)C=1C=CC=2NC3=CC=C(C=C3C2C1)C(C)(C)C1=CC=CC=C1 3,6-bis(2-phenylprop-2-yl)carbazole